C[C@@]12C=CC[C@H]1[C@@H]1CC=C3C[C@H](CC[C@]3(C)[C@H]1CC2)C2=CC=CC=C2C(=O)[O-] androstane-5,16-diene-3beta-benzoate